S1C(=NC2=C1C=CC=C2)C(C#N)(C)C 2-(benzo[d]thiazol-2-yl)-2-methylpropanenitrile